O1CCC2=C1C=CC(=C2)CC2(C(N(C(=C(C2)C(=O)N(C)C)C)C2=CC(=CC=C2)C(F)(F)F)=O)C(=O)N 3-(2,3-dihydro-1-benzofuran-5-ylmethyl)-N5,N5,6-trimethyl-2-oxo-1-[3-(trifluoromethyl)phenyl]-1,2-dihydropyridine-3,5-dicarboxamide